Ethyl 5-((1R,5S)-1-(2,5-difluorophenyl)-2-azabicyclo[3.1.0]hexan-2-yl)-pyrazolo[1,5-a]pyrimidine-3-carboxylate FC1=C(C=C(C=C1)F)[C@@]12N(CC[C@H]2C1)C1=NC=2N(C=C1)N=CC2C(=O)OCC